3-(4-(5-bromo-1H-indazol-6-yl)piperazin-1-yl)oxetane-3-carbonitrile BrC=1C=C2C=NNC2=CC1N1CCN(CC1)C1(COC1)C#N